2-((1r,2s)-1-(2-chlorophenyl)-1-(4-methyl-1H-pyrazol-1-yl)propan-2-yl)-5-hydroxy-N-(isoxazol-4-yl)-1-methyl-6-oxo-1,6-dihydropyrimidine-4-carboxamide ClC1=C(C=CC=C1)[C@@H]([C@H](C)C=1N(C(C(=C(N1)C(=O)NC=1C=NOC1)O)=O)C)N1N=CC(=C1)C